1-(4-methoxyphenyl)prop-2-yn-1-one COC1=CC=C(C=C1)C(C#C)=O